((2S,4R,5R)-4-Acetyloxy-5-(4,6-dichloro-1H-pyrazolo[3,4-b]pyridin-1-yl)-3-methylenetetrahydrofuran-2-yl)benzoic acid methyl ester COC(C1=C(C=CC=C1)[C@@H]1O[C@H]([C@@H](C1=C)OC(C)=O)N1N=CC=2C1=NC(=CC2Cl)Cl)=O